N-(1-(tert-butyl)-3-(3,3-difluorocyclobutyl)-4-methyl-1H-pyrazol-5-yl)-2-(3,3-difluorocyclobutyl)acetamide C(C)(C)(C)N1N=C(C(=C1NC(CC1CC(C1)(F)F)=O)C)C1CC(C1)(F)F